NC1=C(C(=O)NC2COC2)C=C(C=N1)C1=C(C(=C(C=C1)NC([C@@H](O)C1=CC(=CC(=C1)F)F)=O)F)C (S)-2-amino-5-(4-(2-(3,5-difluorophenyl)-2-hydroxyacetamido)-3-fluoro-2-methylphenyl)-N-(oxetan-3-yl)nicotinamide